methyl (2S,4S)-4-[(tert-butyldimethylsilyl)oxy]-1-chloropyrrolidine-2-carboxylate [Si](C)(C)(C(C)(C)C)O[C@H]1C[C@H](N(C1)Cl)C(=O)OC